1-(3-Bromophenyl)-1-(1-tosyl-1H-imidazol-2-yl)ethanol BrC=1C=C(C=CC1)C(C)(O)C=1N(C=CN1)S(=O)(=O)C1=CC=C(C)C=C1